3-(2-(2-(2-hydroxyethyl)-1H-imidazol-1-yl)-1-methyl-1H-indol-5-yl)-1,5,6,7,8,9-hexahydro-2H-cyclohepta[4,5]thieno[2,3-d]pyrimidine-2,4(3H)-dione OCCC=1N(C=CN1)C=1N(C2=CC=C(C=C2C1)N1C(NC2=C(C1=O)C1=C(S2)CCCCC1)=O)C